ClC=1C2=C(SC1C(=O)NC1CCC(CC1)N)C=CC=C2 N'-(3-chlorobenzo[b]thiophene-2-carbonyl)-1,4-diaminocyclohexane